3,5-dimethyl-4-(2-methyl-1-((5-methylthiophen-2-yl)methyl)-1H-imidazo[4,5-b]pyridin-6-yl)isoxazole CC1=NOC(=C1C=1C=C2C(=NC1)N=C(N2CC=2SC(=CC2)C)C)C